C1(CC1)OCC1=C(C=C(C=C1)NC(=O)C=1C=C(C=CC1F)C=1C=C(C(=NC1)C)C(=O)O)F 5-[3-[[4-(Cyclopropoxymethyl)-3-fluoro-phenyl]carbamoyl]-4-fluoro-phenyl]-2-methyl-pyridine-3-carboxylic acid